C1(CCCCC1)C1=CC=C(C=C1)C(/C=C/C1=CC=C(C(=O)NCCC(=O)O)C=C1)=O 3-[[4-[(E)-3-(4-Cyclohexylphenyl)-3-oxoprop-1-enyl]benzoyl]amino]propanoic acid